perfluorodimethyldioxazole FN1OOC(=C1C(F)(F)F)C(F)(F)F